Cl.ClC=1C=CC(=C(C1)C1=CC(=C(N1C)C)C(=O)N(C1=NC=CN=C1)C1=CC=C(C=C1)O)C(=O)N1CC2=CC=CC=C2C[C@H]1CN1CCOCC1 5-(5-Chloro-2-{[(3S)-3-(morpholin-4-ylmethyl)-3,4-dihydroisoquinolin-2(1H)-yl]carbonyl}phenyl)-N-(4-hydroxyphenyl)-1,2-dimethyl-N-(PYRAZIN-2-yl)-1H-pyrrole-3-carboxamide hydrochloride